FC(C(=O)O)(F)F.CNCCC1=CC=C(C=C1)NC(C1=CC=C(C=C1)C=1CCNCC1)=O N-[4-(2-methylamino-ethyl)-phenyl]-4-(1,2,3,6-tetrahydro-pyridin-4-yl)-benzamide trifluoroacetate